C(C)N(C(OC(C)(C)C)=O)C1CCN(CC1)C=1C2=CN(N=C2C(=CC1)C(NC=1C=C(C=2N(C1)C=C(N2)COC)F)=O)C tert-butyl ethyl(1-(7-((8-fluoro-2-(methoxymethyl)imidazo[1,2-a]pyridin-6-yl)carbamoyl)-2-methyl-2H-indazol-4-yl)piperidin-4-yl)carbamate